S1C=NC2=C1C=CC(=C2)CC=2C(C1=CC=CC=C1C(C2C)=O)=O 2-(benzo[d]thiazol-5-ylmethyl)-3-methylnaphthalene-1,4-dione